CC=1N=C(OC1C)C1=CC=C(C=C1)C=1C=CC2=C(NC(=N2)C)C1 6-(4-(4,5-DiMethyloxazol-2-yl)phenyl)-2-Methyl-1H-benzo[d]Imidazol